C(C1=CC=CC=C1)OC1=C(C=C(C=C1)O)OCCCCC1=CC=CC=C1 4-(benzyloxy)-3-(4-phenylbutoxy)phenol